3-(1,1-difluoro-2-((1R,3r,5S)-3-hydroxy-8-azabicyclo[3.2.1]octan-8-yl)-2-oxoethyl)-4-fluoro-N-(1-isopropyl-1H-pyrazol-4-yl)benzamide FC(C(=O)N1[C@H]2CC(C[C@@H]1CC2)O)(F)C=2C=C(C(=O)NC=1C=NN(C1)C(C)C)C=CC2F